BrC(C(=O)OCC)C#N ethyl bromo-2-cyanoacetate